3,3',5,5'-biphenyltetracarbonyl chloride C1(=CC(=CC(=C1)C(=O)Cl)C(=O)Cl)C1=CC(=CC(=C1)C(=O)Cl)C(=O)Cl